3-(acryloyloxymethyl)-2-trifluoromethyloxetane C(C=C)(=O)OCC1C(OC1)C(F)(F)F